N-{2-[(4S)-4-amino-3,3-difluoro-piperidin-1-yl]pyrimidin-4-yl}-8-[(2R,3S)-3-(methanesulfonyl-methyl)-2-methyl-azetidin-1-yl]-5-(propan-2-yl)isoquinolin-3-amine N[C@@H]1C(CN(CC1)C1=NC=CC(=N1)NC=1N=CC2=C(C=CC(=C2C1)C(C)C)N1[C@@H]([C@H](C1)CS(=O)(=O)C)C)(F)F